rac-(3ar,5r,7s,7ar)-5-(2-methoxyphenyl)-1,3,3,7-tetramethyloctahydrobenzo[c]isoxazole COC1=C(C=CC=C1)[C@H]1C[C@@H]2[C@H](N(OC2(C)C)C)[C@H](C1)C |r|